N-(4-methoxyphenyl)-p-menthan-3-carboxamide COC1=CC=C(C=C1)NC(=O)C1CC(CCC1C(C)C)C